2-methylpropionic acid (trifluoroacetate) FC(C(=O)O)(F)F.CC(C(=O)O)C